CC1=CC=C(C(=N1)C(=O)O)N1N=CC=N1 6-methyl-3-(2H-1,2,3-triazol-2-yl)picolinic acid